[4-(pentafluoro-lambda6-sulfanyl)anilino]pyridine-3-carboxylic acid FS(C1=CC=C(NC2=NC=CC=C2C(=O)O)C=C1)(F)(F)(F)F